FC1(CC1)CN1N=C2N(C(N(CC2=C1)C1CCN(CC1)C=1C(=NC=CC1C)OC)=O)CC1=C(C=CC=C1)C(F)(F)F 2-(1-fluoro-cyclopropylmethyl)-5-(2'-methoxy-4'-methyl-3,4,5,6-tetrahydro-2H-[1,3']bipyridinyl-4-yl)-7-(2-trifluoromethyl-benzyl)-2,4,5,7-tetrahydro-pyrazolo[3,4-d]pyrimidin-6-one